[Zn].[Ti] Titanium-zinc